4-chloro-2-(((3R,5R)-1-(1,6-dimethyl-5-nitro-1H-benzo[d]imidazol-2-yl)-5-fluoropiperidin-3-yl)amino)pyrimidine-5-carbonitrile ClC1=NC(=NC=C1C#N)N[C@H]1CN(C[C@@H](C1)F)C1=NC2=C(N1C)C=C(C(=C2)[N+](=O)[O-])C